C1(=CC=CC=C1)N1C(SC(C1=O)=CC=1SC=CC1)=O 3-phenyl-5-(thiophen-2-ylmethylene)thiaZolidine-2,4-dione